ClC=1C(NC2=C(C=C(C(=C2C1C)Br)OC)C)=O 3-chloro-5-bromo-6-methoxy-4,8-dimethylquinolin-2(1H)-one